NC(C(=O)OCC)C(=O)C=1SC=C(N1)Br ethyl 2-amino-3-(4-bromothiazol-2-yl)-3-oxopropanoate